NC1=NOC2=C1C=CC(=C2C2=C(C=C1C(=NC(=NC1=C2F)N2CC(C2)N(C)C)N2C[C@H](N(C[C@@H]2C)C(C=C)=O)C)Cl)C 1-((2R,5S)-4-(7-(3-amino-6-methylbenzo[d]isoxazol-7-yl)-6-chloro-2-(3-(dimethylamino)azetidin-1-yl)-8-fluoroquinazolin-4-yl)-2,5-dimethylpiperazin-1-yl)prop-2-en-1-one